FC1=CC=C(C=C1)N1C(=C(C2=C(C=CC=C12)O)C1=CC=C(C(=O)O)C=C1)C1COCC1 4-[1-(4-fluorophenyl)-4-hydroxy-2-tetrahydrofuran-3-yl-indol-3-yl]benzoic acid